CN1C(=NN=C1)C1(CC(C1)=O)C=1C=C(C=CC1)N1CC2=C(C=C(C=C2C1=O)CN(C(OC(C)(C)C)=O)C1(CCC1)C)C(F)(F)F tert-butyl ((2-(3-(1-(4-methyl-4H-1,2,4-triazol-3-yl)-3-oxocyclobutyl)-phenyl)-3-oxo-7-(trifluoromethyl)isoindolin-5-yl)methyl)(1-methylcyclobutyl)carbamate